3,5-di-tert-butyl-4-hydroxybenzyl-phosphonic acid dioctadecyl ester C(CCCCCCCCCCCCCCCCC)OP(OCCCCCCCCCCCCCCCCCC)(=O)CC1=CC(=C(C(=C1)C(C)(C)C)O)C(C)(C)C